methyl 3-methyl-2-oxo-2,3-dihydro-1H-imidazole-4-carboxylate TFA salt OC(=O)C(F)(F)F.CN1C(NC=C1C(=O)OC)=O